BrC=1C=C(C(=C(C1)F)C(F)(F)F)F 5-bromo-1,3-difluoro-2-(trifluoromethyl)-benzene